[Na+].S(=O)(=O)([O-])[O-].COC1=CC=CC=C1.[Na+] methylphenyl ether sulfate sodium salt